CN(C)CC1(CCC1)NC(=O)C1=C(OC2=C1C=C(C=C2)OCC2=C(N=CS2)C)C N-(1-((dimethylamino)methyl)cyclobutyl)-2-methyl-5-((4-methylthiazol-5-yl)methoxy)benzofuran-3-carboxamide